ClC1=CC=C2C(=CNC2=C1C1=NC=C(N=C1)Cl)S(=O)(=O)Cl 6-chloro-7-(5-chloropyrazin-2-yl)-1H-indole-3-sulfonyl chloride